C(C)OC1=C(C(=C(CCl)C=C1)F)F 4-ethoxy-2,3-difluorobenzyl chloride